OC1=CC=C2C[C@H](N(CC2=C1)C)CNC(C[C@H](C)C1=CC=CC=C1)=O (S)-N-(((S)-7-hydroxy-2-methyl-1,2,3,4-tetrahydroisoquinolin-3-yl)methyl)-3-phenylbutanamide